4-[(3s)-3-(4-bromophenyl)pyrrolidin-1-yl]-2-(trifluoromethyl)benzonitrile BrC1=CC=C(C=C1)[C@H]1CN(CC1)C1=CC(=C(C#N)C=C1)C(F)(F)F